C1(CC1)C1=C(C=NO1)C(CO)O 5-cyclopropylisoxazol-4-ylEthane-1,2-diol